(1S,2S)-N-(4-(((8-bromo-6-cyclopropylimidazo[1,2-a]pyridin-2-yl)methyl)amino)pyridin-2-yl)-2-(3-chlorophenyl)cyclopropane-1-carboxamide BrC=1C=2N(C=C(C1)C1CC1)C=C(N2)CNC2=CC(=NC=C2)NC(=O)[C@@H]2[C@H](C2)C2=CC(=CC=C2)Cl